O(C1=CC=CC=C1)C=1C=CC(=NC1)C=O 5-phenoxypicolinaldehyde